N-(2-fluoro-5-sulfamoyl-phenyl)-2-(1-piperidyl)-5-(tri-fluoromethyl)pyridine-3-carboxamide FC1=C(C=C(C=C1)S(N)(=O)=O)NC(=O)C=1C(=NC=C(C1)C(F)(F)F)N1CCCCC1